(R)-2-methyloxirane C[C@H]1OC1